C(C(=C)C)(=O)OCNCCCCCCCCCCCCNCCCC=C 2,15-diaza-eicos-19-enyl methacrylate